ClC=1C=CC(=C(C1)C1=C2C(=NC(=C1)C)C(=CS2)C(=O)OC(C)(C)C)O tert-butyl 7-(5-chloro-2-hydroxyphenyl)-5-methylthieno[3,2-b]pyridine-3-carboxylate